5-({1-tert-butyl-3-[(1S,3R)-3-hydroxycyclopentyl]-1H-pyrazol-5-yl}amino)-2,3-dihydro-1H-isoindol-1,3-dione C(C)(C)(C)N1N=C(C=C1NC=1C=C2C(NC(C2=CC1)=O)=O)[C@@H]1C[C@@H](CC1)O